palmitoyl-sodium sarcosinate N(C)CC(=O)O.C(CCCCCCCCCCCCCCC)(=O)[Na]